N(=O)NC(C1=CC=C(C(=O)NN=O)C=C1)=O N,N'-dinitroso-terephthalamide